(3R,4S)-1-((cis)-4-(4-amino-5-(4-phenoxyphenyl)-7H-pyrrolo[2,3-d]pyrimidin-7-yl)cyclohexyl)pyrrolidine-3,4-diol NC=1C2=C(N=CN1)N(C=C2C2=CC=C(C=C2)OC2=CC=CC=C2)[C@H]2CC[C@H](CC2)N2C[C@H]([C@H](C2)O)O